CC1=C(C=C(C(=C1)C)C)\C=C\C=C\C1=C(C=C(C(=C1)C)C)C (1E,3E)-1,4-bis(2,4,5-trimethylphenyl)buta-1,3-diene